CC1=C(C=C(OC[C@H]2N(CCC2)C(=O)OC(C)(C)C)C=C1)C(NC1(CC1)C1=C2C=CC=NC2=CC(=C1)C=C)=O tert-butyl (S)-2-((4-methyl-3-((1-(7-vinylquinolin-5-yl)cyclopropyl)carbamoyl)phenoxy)methyl)pyrrolidine-1-carboxylate